cobalt phosphorus 5-bromo-2-(3-(tert-butyldimethylsilyloxy)azetidin-1-yl)thiazole BrC1=CN=C(S1)N1CC(C1)O[Si](C)(C)C(C)(C)C.[P].[Co]